[Ta].N.[Ta] tantalum ammonia tantalum